OC1=CC=C(C(=O)OCCCC)C=C1 4-hydroxybenzoic acid, butyl ester